3-[4,7-difluoro-2-(4-fluorophenyl)-1H-indol-3-yl]propionic acid FC1=C2C(=C(NC2=C(C=C1)F)C1=CC=C(C=C1)F)CCC(=O)O